1-(5-bromo-2-methyl-2H-indazol-3-yl)ethanol BrC1=CC2=C(N(N=C2C=C1)C)C(C)O